FC1=CC=2N(C=C1)C(=CN2)C2=C1CNC(C1=C(C=C2)NC2=NC=C(C=C2)N2C[C@@H](CCC2)C2(CN(C2)C)O)=O (R)-4-(7-fluoro-imidazo[1,2-a]pyridin-3-yl)-7-((5-(3-(3-hydroxy-1-methylazetidin-3-yl)piperidin-1-yl)pyridin-2-yl)amino)isoindolin-1-one